N-[(9H-fluoren-9-ylmethoxy)carbonyl]-5,5,5-trifluoro-L-norvaline C1=CC=CC=2C3=CC=CC=C3C(C12)COC(=O)N[C@@H](CCC(F)(F)F)C(=O)O